FC(C(=O)O)(F)F.COC1=CC=C(C=N1)CN1CCN(CC1)C1=CC=C(C=N1)C=1C=2N(C=C(N1)C=1C=NNC1)N=CC2C#N 4-(6-(4-((6-Methoxypyridin-3-yl)methyl)piperazin-1-yl)pyridin-3-yl)-6-(1H-pyrazol-4-yl)pyrazolo[1,5-a]pyrazine-3-carbonitrile 2,2,2-trifluoroacetate